FC1=C(C=CC(=C1)F)[C@H](C)NC(CN1C(NC2=C(C13CC3)N=C(C=C2)OC)=O)=O N-[(1S)-1-(2,4-Difluorophenyl)ethyl]-2-{6'-methoxy-2'-oxo-1'H-spiro[cyclopropane-1,4'-pyrido[3,2-d]pyrimidin]-3'-yl}acetamide